BrC(C(CO)O)(CBr)Cl 3,4-dibromo-3-chloro-1,2-butanediol